3-(4-methylpiperazin-1-yl)-N-(7-(4,4,5,5-tetramethyl-1,3,2-dioxaborolan-2-yl)Benzo[d][1,3]dioxol-4-yl)-benzamide CN1CCN(CC1)C=1C=C(C(=O)NC2=CC=C(C=3OCOC32)B3OC(C(O3)(C)C)(C)C)C=CC1